iso-heneicosyl isocyanate C(CCCCCCCCCCCCCCCCCC(C)C)N=C=O